2-(benzo[d]isoxazol-3-yl)-6,7-dimethoxy-4-(piperidine-1-carbonyl)isoquinolin-1(2H)-one O1N=C(C2=C1C=CC=C2)N2C(C1=CC(=C(C=C1C(=C2)C(=O)N2CCCCC2)OC)OC)=O